N-[7-(2-chloro-5-fluorophenyl)-9-oxo-8,9-dihydro-7H-pyrrolo[4,3-c]imidazo[3,2-a]pyridin-6-yl]-3-fluoro-5-(trifluoromethyl)benzamide ClC1=C(C=C(C=C1)F)C1NC(C=2C=3N(C=C(C21)NC(C2=CC(=CC(=C2)C(F)(F)F)F)=O)C=CN3)=O